4-(4-Nitrophenylazo)resorcinol [N+](=O)([O-])C1=CC=C(C=C1)N=NC1=C(C=C(O)C=C1)O